tert-butyl 4-chloro-13-methyl-2,3,7,10-tetrazatricyclo[7.4.0.02,6]trideca-1(9),3,5,7-tetraene-10-carboxylate ClC1=NN2C=3C(CCN(C3C=NC2=C1)C(=O)OC(C)(C)C)C